(2S,3R)-3-((2-aminopyridin-4-yl)methyl)-N2-(1-methyl-1H-imidazol-2-yl)-N1-((R)-1-(4-chloro-2-methylphenyl)propyl)-N2-methyl-4-oxoazetidine-1,2-dicarboxamide NC1=NC=CC(=C1)C[C@@H]1[C@H](N(C1=O)C(=O)N[C@H](CC)C1=C(C=C(C=C1)Cl)C)C(=O)N(C)C=1N(C=CN1)C